C(C)(C)(C)P(C1=C(C(=CC=C1OC)OC)C1=C(C=C(C=C1C(C)C)C(C)C)C(C)C)C(C)(C)C 2-(di-tert-butyl-phosphino)-2',4',6'-triisopropyl-3,6-dimethoxy-1,1'-biphenyl